2,2'-binaphthyl-dicarboxylic acid C1(=C(C(=CC2=CC=CC=C12)C(=O)O)C1=CC2=CC=CC=C2C=C1)C(=O)O